C12(CC(C1)C2)N2N=NC(=C2)[C@H](C=2C(=NC(=CC2)F)C)N(C(OCCl)=O)C=2C=C1C(=C(C=NC1=C(C2)C#N)C#N)NCC(C)(C)C chloromethyl (S)-((1-(bicyclo[1.1.1]pentan-1-yl)-1H-1,2,3-triazol-4-yl)(6-fluoro-2-methylpyridin-3-yl)methyl)(3,8-dicyano-4-(neopentylamino)quinolin-6-yl)carbamate